6-(bromomethyl)-4-chloro-7-(1,3-difluoropropan-2-yl)-7H-pyrrolo[2,3-d]pyrimidine BrCC1=CC2=C(N=CN=C2Cl)N1C(CF)CF